6-[5-(trifluoromethyl)-2-thienyl]imidazo[4,5-b]pyridin-2-one FC(C1=CC=C(S1)C1=CC=2C(N=C1)=NC(N2)=O)(F)F